tert-butyl 4-[8-fluoro-6-hydroxy-7-(1,1,4-trioxo-1,2,5-thiadiazolidin-2-yl)-2-naphthyl]piperidine-1-carboxylate FC=1C(=C(C=C2C=CC(=CC12)C1CCN(CC1)C(=O)OC(C)(C)C)O)N1S(NC(C1)=O)(=O)=O